tert-butyl-(((3ar,5r,6s,6ar)-5-(iodomethyl)-2,2-dimethyl-6-(naphthalen-2-ylmethoxy)tetrahydrofurano[3,2-d][1,3]dioxolan-5-yl)methoxy)diphenylsilane C(C)(C)(C)[Si](C1=CC=CC=C1)(C1=CC=CC=C1)OC[C@@]1([C@H]([C@H]2OC(O[C@H]2O1)(C)C)OCC1=CC2=CC=CC=C2C=C1)CI